BrC=1C(=C(C=CC1)NC1CCCCC1)C (3-bromo-2-methyl-phenyl)-cyclohexyl-amine